cyclopropylmethyl (8-amino-6-(5-amino-4-methylpyridin-3-yl)-7-fluoroisoquinolin-3-yl)carbamate NC=1C(=C(C=C2C=C(N=CC12)NC(OCC1CC1)=O)C=1C=NC=C(C1C)N)F